copper-vanadium-tungsten oxygen [O].[W].[V].[Cu]